BrC=1C=C(C=O)C=C(C1NC)Br 3,5-DIBROMO-4-(METHYLAMINO)BENZALDEHYDE